2-cyclopropyl-5-((4-(4-(trifluoromethyl)piperidin-1-yl)phenyl)amino)isoindolin-1-one (R)-2-methyl-morpholinebenzyl-4-hydroxy-2,3,5,6-tetramethylbenzoate C[C@@H]1CN(CCO1)C1=CC=CC=C1COC(C1=C(C(=C(C(=C1C)C)O)C)C)=O.C1(CC1)N1C(C2=CC=C(C=C2C1)NC1=CC=C(C=C1)N1CCC(CC1)C(F)(F)F)=O